[N,N-bis(trimethylsilyl)-(3-amino-1-propyl)](methyl)(diethoxy)silane ruthenium-palladium salt [Pd].[Ru].C[Si](N(CCC[Si](OCC)(OCC)C)[Si](C)(C)C)(C)C